(1r,4r)-4-[(1r,3r)-3-[(5-[5-methylpyrido[4,3-b]indol-7-yl]pyridin-2-yl)oxy]cyclobutoxy]cyclohexan-1-amine CN1C2=C(C=3C=CC(=CC13)C=1C=CC(=NC1)OC1CC(C1)OC1CCC(CC1)N)C=NC=C2